2-isocyano-1,3-diisopropylbenzene [N+](#[C-])C1=C(C=CC=C1C(C)C)C(C)C